NC1=NC(=CC(=N1)N1N=NC2=C1C=CC=C2)C=2OC=CC2 1-[2-amino-6-(furan-2-yl)pyrimidin-4-yl]-1,2,3-benzotriazole